5-(((trans-3-(3-cyclopropyl-4-(6-((3-hydroxycyclobutyl)amino)pyridin-2-yl)-1H-pyrazol-1-yl)cyclobutyl)methyl)amino)-2-(2,6-dioxopiperidin-3-yl)isoindoline-1,3-dione C1(CC1)C1=NN(C=C1C1=NC(=CC=C1)NC1CC(C1)O)[C@@H]1C[C@H](C1)CNC=1C=C2C(N(C(C2=CC1)=O)C1C(NC(CC1)=O)=O)=O